CC(C(S(=O)(=O)O)N)(C)C dimethyl-aminopropanesulphonic acid